COC([C@@H](NC([C@@H](CCC1=CC=CC=C1)NC(=O)OC(C)(C)C)=O)CC1=CNC=N1)=O ((R)-2-((tert-butoxycarbonyl)amino)-4-phenylbutyryl)-L-histidine methyl ester